FC=1C=C(C=C2C(N(C(S2)=NN=C2C(NC3=CC=C(C=C23)F)=O)C2=CC=CC=C2)=O)C=CC1O 3-(2-(5-(3-fluoro-4-hydroxybenzylidene)-3-phenyl-4-oxothiazolidin-2-ylidene)hydrazono)-5-fluoro-1H-indol-2-one